COC1=NC=CC=C1COC=1C=CC2=C(C(=C(O2)C)C(=O)NC2C(NCC2)=O)C1 5-((2-methoxypyridin-3-yl)methoxy)-2-methyl-N-(2-oxopyrrolidin-3-yl)benzofuran-3-carboxamide